(S)-1'-(3-(1-(3,4-dimethoxyphenyl)vinyl)-1H-pyrazolo[3,4-b]pyrazin-6-yl)-1,3-dihydrospiro[indene-2,4'-piperidine]-1-amine COC=1C=C(C=CC1OC)C(=C)C1=NNC2=NC(=CN=C21)N2CCC1(CC2)[C@@H](C2=CC=CC=C2C1)N